3-cyclopentyl-6-methyl-3,4-dihydroacridine-1,9(2H,10H)-dione C1(CCCC1)C1CC(C=2C(C3=CC=C(C=C3NC2C1)C)=O)=O